benzene-1,4-dicarboxylic acid ethyl ester C(C)OC(=O)C1=CC=C(C=C1)C(=O)O